2-azabicyclo[2.1.0]pentane C12NCC2C1